3-(5-{[(4-fluorophenyl)methyl](methyl)amino}-1-(3-methoxy-2,2-dimethylpropanoyl)-4-methyl-1H-pyrazol-3-yl)-N,N,2-trimethyl-4-oxopyrrolidine-1-carboxamide FC1=CC=C(C=C1)CN(C1=C(C(=NN1C(C(COC)(C)C)=O)C1C(N(CC1=O)C(=O)N(C)C)C)C)C